FC1=CC2=C(C=CS2)C(=C1)N1CCN(CC1)CCC1=CC=C2CCC(N(C2=C1)C(=O)NCCO)=O 7-(2-(4-(6-fluorobenzothiophen-4-yl)piperazin-1-yl)ethyl)-N-(2-hydroxyethyl)-2-oxo-3,4-dihydroquinoline-1(2H)-carboxamide